N,N'-diisopropylthiourea CC(C)NC(=S)NC(C)C